2-[(2S)-1-[(2,3-difluorophenyl)methyl]-5-oxopyrrolidin-2-yl]-N-methylsulfonylacetamide FC1=C(C=CC=C1F)CN1[C@@H](CCC1=O)CC(=O)NS(=O)(=O)C